N1C=NC(=C1)C(=O)OC Methyl 4-imidazolate